C(C1CO1)OC(CC[Si](OC)(OC)OC)OCC1CO1 3-glycidoxy(glycidoxy)propyltrimethoxysilane